CN1N=C2C(C(N(C=3C(=NC=CC23)NC2=C(N=NC(=C2)N(C(=O)C2CC2)C)C(=O)NC([2H])([2H])[2H])C)([2H])[2H])=C1 4-((2,5-dimethyl-4,5-dihydro-2H-pyrazolo[4,3-c][1,7]naphthyridin-6-yl-4,4-d2)amino)-N-(methyl-d3)-6-(N-methylcyclopropanecarboxamido)pyridazine-3-carboxamide